methyl trifluoropropyl carbonate C(OC)(OCCC(F)(F)F)=O